(1R,3R,4R)-N-[(1R)-1-cyano-2-[(3S)-2-oxo-3-piperidyl]ethyl]-2-[(2R)-3,3-dimethyl-2-[(2,2,2-trifluoroacetyl)amino]butanoyl]-5,5-difluoro-2-azabicyclo[2.2.2]octane-3-carboxamide C(#N)[C@@H](C[C@H]1C(NCCC1)=O)NC(=O)[C@@H]1N([C@H]2CC([C@@H]1CC2)(F)F)C([C@@H](C(C)(C)C)NC(C(F)(F)F)=O)=O